trans-N1-((trans-4-(4-Methoxy-3-methylphenyl)cyclohexyl)methyl)-N1-(3-(2-methoxythiazol-5-yl)phenyl)cyclohexane-1,4-dicarboxamide COC1=C(C=C(C=C1)[C@@H]1CC[C@H](CC1)CN(C(=O)[C@@H]1CC[C@H](CC1)C(=O)N)C1=CC(=CC=C1)C1=CN=C(S1)OC)C